CN1N=C2N=CC(=CC2=C1)C1=CC=C2C(=N1)SC(=C2)C(CCC)O 1-(6-(2-methyl-2H-pyrazolo[3,4-b]pyridin-5-yl)thieno[2,3-b]pyridin-2-yl)-1-butanol